2-bromo-2',3'-dichloropropiophenone BrC(C(=O)C1=C(C(=CC=C1)Cl)Cl)C